8-methyl-5-(4,4,5,5-tetramethyl-1,3,2-dioxaborolan-2-yl)quinoline-2-carbonitrile CC=1C=CC(=C2C=CC(=NC12)C#N)B1OC(C(O1)(C)C)(C)C